3-chloro-5-(4,4,5,5-tetramethyl-1,3,2-dioxaborolan-2-yl)picolinonitrile ClC=1C(=NC=C(C1)B1OC(C(O1)(C)C)(C)C)C#N